CC1=C(OCCCN)C(=CC(=C1)C)C 3-(2,4,6-trimethylphenoxy)propylamine